C1(CCCC1)N1C(=CC2=C1N=C(N=C2)NC2=CC=C(C=N2)N2CCN(CC2)C(=O)OC(C)(C)C)C(N(C)C)=O tert-butyl 4-[6-[[7-cyclopentyl-6-(dimethylcarbamoyl)pyrrolo[2,3-d]pyrimidin-2-yl]amino]-3-pyridyl]piperazine-1-carboxylate